3-cyclopropyl-4-(2-fluoro-5-methyl-4-methylsulfonyl-phenyl)-N-methyl-1H-pyrazolo[3,4-c]pyridine-5-carboxamide C1(CC1)C1=NNC2=CN=C(C(=C21)C2=C(C=C(C(=C2)C)S(=O)(=O)C)F)C(=O)NC